1-t-butoxycarbonyl-2-pyrrolylboronic acid farnesyl ester C(C=C(C)CCC=C(C)CCC=C(C)C)OB(O)C=1N(C=CC1)C(=O)OC(C)(C)C